ClC=C(C(F)(F)Cl)Cl 1,2,3-trichloro-3,3-difluoropropene